5-cyanomethyl-uracil C(#N)CC=1C(NC(NC1)=O)=O